tert-butyl (S)-4-((1-(5-(3-cyano-6-ethoxypyrazolo[1,5-a]pyridin-4-yl)pyridin-2-yl)-4-(isobutylcarbamoyl)piperidin-4-yl)methyl)-2-methylpiperazine-1-carboxylate C(#N)C=1C=NN2C1C(=CC(=C2)OCC)C=2C=CC(=NC2)N2CCC(CC2)(C(NCC(C)C)=O)CN2C[C@@H](N(CC2)C(=O)OC(C)(C)C)C